BrC1=CN=C2N1C=C(C=C2C)C(=O)N 3-bromo-8-methyl-imidazo[1,2-a]pyridine-6-carboxamide